3,4-difluoro-2-(((2-methylbenzo[b]thiophen-7-yl)thio)methyl)benzoic acid FC=1C(=C(C(=O)O)C=CC1F)CSC1=CC=CC2=C1SC(=C2)C